O[C@@H]1[C@@H](C=CC[C@H]1NC(C)(C)C)OC(CC)CC (3R,4S,5R)-4-hydroxy-5-(2-methylpropane-2-yl)amino-3-(1-ethyl-propoxy)-1-cyclohexene